Pyrrole-4-carboxylic acid N1C=CC(=C1)C(=O)O